N1C(CCCC1)CC1=CC=C(C=C1)O 4-(2-piperidylmethyl)phenol